COC(=O)[C@H]1N(CC(C1)=C(F)F)C(CNC(C1=CC=C(C=C1)OC1=CC=CC=C1)=O)=O (S)-4-(difluoromethylene)-1-((4-phenoxybenzoyl)glycyl)pyrrolidine-2-carboxylic acid methyl ester